(2S)-2-amino-4-methyl-N-[(S)-phenylsulfinyl]pentanamide N[C@H](C(=O)N[S@@](=O)C1=CC=CC=C1)CC(C)C